C(#N)C(C(=O)OCC)(C(C(=O)OCC)CCCCCC)CCCCCC diethyl 2-cyano-2,3-di-n-hexylsuccinate